1-(adamantan-1-ylmethyl)-4-(2-ethoxyethyl)piperazine C12(CC3CC(CC(C1)C3)C2)CN2CCN(CC2)CCOCC